N(C(=N)N)CCC(C(=O)O)N 4-guanidino-2-aminobutanoic acid